Butylammonium Iodid [I-].C(CCC)[NH3+]